NC=1C(=C(C=C2C=C(N=CC12)NC(OC1CC(C1)(C)O)=O)C=1C=NC=C(C1C)NC)F (1s,3s)-3-Hydroxy-3-methylcyclobutyl (8-amino-7-fluoro-6-(4-methyl-5-(methylamino)pyridin-3-yl)isoquinolin-3-yl)carbamate